C1(=CC=CC=C1)C1=NC(=CC=C1C1=CC=CC=C1C#N)C1=CC=CC=C1 6-(2,6-diphenylpyridin-3-yl)benzonitrile